lithium (R)-7-chloro-4-((1-(3-(difluoromethyl)-2-fluorophenyl)ethyl)amino)-2-methylpyrido[2,3-d]pyrimidine-6-carboxylate ClC=1C(=CC2=C(N=C(N=C2N[C@H](C)C2=C(C(=CC=C2)C(F)F)F)C)N1)C(=O)[O-].[Li+]